O=C1NC=C(C(N1CC1=C(C=CC=C1)F)=O)C(=O)NC1=CC=C(C=C1)Cl 2,4-Dioxo-3-(2-fluorobenzyl)-N-(4-chlorophenyl)-1,2,3,4-tetrahydropyrimidine-5-carboxamide